4,4-difluorotryptamine FC1(C=CC=C2N=CC(CCN)=C12)F